FC(C(C)OC=1C=C2CCCC(C2=CC1)=O)(F)F 6-((1,1,1-trifluoropropan-2-yl)oxy)-3,4-dihydronaphthalen-1(2H)-one